C(C(CCCCC#N)C#N)C#N hexanetricarbonitrile